NCCNC(=N)C1=CC=C(OCCC(=O)O)C=C1 3-(4-(N-(2-aminoethyl)carbamimidoyl)phenoxy)propionic acid